OC(CC)P(C)(C)=O (1-hydroxypropyl)dimethylphosphine oxide